1-benzyl 5-tert-butyl L-glutamate N[C@@H](CCC(=O)OC(C)(C)C)C(=O)OCC1=CC=CC=C1